N-[(6-Amino-2-pyridyl)sulfonyl]-6-(4-ethoxy-2-methylphenyl)-2-(2,2,4-trimethylpyrrolidin-1-yl)pyridin-3-carboxamid NC1=CC=CC(=N1)S(=O)(=O)NC(=O)C=1C(=NC(=CC1)C1=C(C=C(C=C1)OCC)C)N1C(CC(C1)C)(C)C